C1(CCC1)CNCC1=C2C(=NC(=C1)C(=O)N)C(CO2)(C)C 7-(((cyclobutylmethyl)amino)methyl)-3,3-dimethyl-2,3-dihydrofuro[3,2-b]pyridine-5-carboxamide